6-(5-chloro-2-(4-(trifluoromethyl)-1H-1,2,3-triazol-1-yl)phenyl)pyrimidin-4(3H)-one ClC=1C=CC(=C(C1)C1=CC(NC=N1)=O)N1N=NC(=C1)C(F)(F)F